O(S(=O)(=O)C(F)(F)F)C1=CC=NC=C1 Pyridine-4-yl triflate